2-(6-(1-((1S,2S,3S,5S,6S)-2,6-difluoro-1,5-dimethyl-8-azabicyclo[3.2.1]octan-3-yl)vinyl)pyridazin-3-yl)-5-(1H-imidazol-1-yl)phenol F[C@@H]1[C@@]2(C[C@@H]([C@](C[C@H]1C(=C)C1=CC=C(N=N1)C1=C(C=C(C=C1)N1C=NC=C1)O)(N2)C)F)C